C(#N)[C@@]1(N(CC1)C(=O)C1=CC(=C2N1CCC1=CC(=C(C=C21)C(=O)NC=2C(N(C=CC2)C)=O)OC)CC(C)C)C (R)-3-(2-cyano-2-methylazetidine-1-carbonyl)-1-isobutyl-8-methoxy-N-(1-methyl-2-oxo-1,2-dihydropyridin-3-yl)-5,6-dihydropyrrolo[2,1-a]isoquinoline-9-carboxamide